NC=1N=C(C2=C(N1)C=CS2)C=2N=NN(C2)CC2=CC=CC(=N2)C(C)(C)O 2-(6-((4-(2-aminothieno[3,2-d]pyrimidine-4-yl)-1H-1,2,3-triazol-1-yl)methyl)pyridin-2-yl)propan-2-ol